3-[2-[6-(8-chloro-4-oxo-chromen-2-yl)pyridazin-3-yl]oxyethoxy]cyclobutanecarboxylic acid methyl ester COC(=O)C1CC(C1)OCCOC=1N=NC(=CC1)C=1OC2=C(C=CC=C2C(C1)=O)Cl